ClC1=NC(=CC(=N1)C=1C=CC2=C(SC3=C2C=CC=C3)C1)C=1C=CC3=C(SC2=C3C=CC=C2)C1 2-chloro-4,6-bis(dibenzo[b,d]thiophen-3-yl)pyrimidine